3-{[2-(2H-1,3-Benzodioxol-5-yl)-1-methylethyl]-N-methylcarbamoyl}-2,2-dimethylpropyl acetate C(C)(=O)OCC(CC(N(C)C(CC1=CC2=C(OCO2)C=C1)C)=O)(C)C